monomethyl alcohol methacrylate C(C(=C)C)(=O)OC